6-iodoindoline IC1=CC=C2CCNC2=C1